4-(5-fluoro-6-methoxy-1H-indazol-1-yl)aniline FC=1C=C2C=NN(C2=CC1OC)C1=CC=C(N)C=C1